C(C)OC1=C(C=C2CCN([C@@H](C2=C1)\C=C\C1=CNC2=CC=C(C=C12)OC)C=O)OC (R,E)-7-ethoxy-6-methoxy-1-(2-(5-methoxy-1H-indol-3-yl)vinyl)-3,4-dihydroisoquinoline-2(1H)-formaldehyde